ClC=1C(=C(C(=O)NC=2C(=NC(=CC2)OC)C)C=C(C1)F)NC1=C(C(=C(C=C1)F)F)C chloro-2-((3,4-difluoro-2-methylphenyl)amino)-5-fluoro-N-(6-methoxy-2-methylpyridin-3-yl)benzamide